COC=1C=C(C=CC1)C(C=CC=O)=O dl-m-methoxyphenylbut-2-ene-1,4-dione